N1C=CC=2C1=NC=C(C2)C(=O)NN 1H-pyrrolo[2,3-b]pyridine-5-carbohydrazide